FC=1C(=NC=CC1)SC=1C=2N(C=C(C1)C=1C=NN(C1)[C@@H]1CNCCC1)N=CC2C#N 4-[(3-fluoro-2-pyridyl)sulfanyl]-6-[1-[(3S)-3-piperidyl]pyrazol-4-yl]pyrazolo[1,5-a]pyridine-3-carbonitrile